COC(\C(=C\OC)\C1=C(C=CC=C1)OC1=CC(=CC=C1)OC1=CC=C(C=C1)[N+](=O)[O-])=O.ClC1=C2CCC(NC2=CC=C1)C1=CC=C(C=C1)S(=O)(=O)N 4-(5-Chloro-1,2,3,4-tetrahydroquinoline-2-yl)benzenesulfonamide methyl-(E)-2-{2-[3-(4-nitrophenoxy)phenoxy]phenyl}-3-methoxyacrylate